The molecule is a member of quinolines. It has a role as a fluorochrome. It is a conjugate base of an 8-benzyloxy-5,7-diphenylquinoline(1+). C1=CC=C(C=C1)COC2=C(C=C(C3=C2N=CC=C3)C4=CC=CC=C4)C5=CC=CC=C5